N[C@H]1[C@@H](C1)C1=CC=C(C=C1)NC(C1=CC=C(C=C1)Cl)=O trans-N-(4-(2-aminocyclopropyl)phenyl)-4-chlorobenzamide